3-acetylamino-4,5-dichlorothiophene-2-carboxylic acid methyl ester COC(=O)C=1SC(=C(C1NC(C)=O)Cl)Cl